12-Tricosadiynoic acid CCCCCCCCCCC#CCCCCCCC#CCCC(=O)O